C1(CC1)C1=NC=2N(C=C1)N=CC2C(=O)NC=2C=C(C=CC2)C2=C(C=C(C=C2)C(F)(F)F)F 5-cyclopropyl-N-(2'-fluoro-4'-(trifluoromethyl)-[1,1'-biphenyl]-3-yl)pyrazolo[1,5-a]pyrimidine-3-carboxamide